NC1=CC=C2C(CC(C2=C1)(C1=CC=C(C=C1)N)CC)(C)CC 6-amino-1,3-diethyl-3-methyl-1-(4-aminophenyl)-indane